3-hydroxy-N-(1-(4-(1-methoxyethyl)phenyl)-2-oxo-2-((4-(trimethylsilyl)phenyl)amino)ethyl)-N-methyl-1,2-oxazole-5-carboxamide OC1=NOC(=C1)C(=O)N(C)C(C(NC1=CC=C(C=C1)[Si](C)(C)C)=O)C1=CC=C(C=C1)C(C)OC